N=1C=CN2C=3C=CC=CC3C=3C=CC=CC3C21 IMIDAZO[1,2-F]PHENANTHRIDINE